C(CCCCCCCCCCCCCCCCC)(=O)OCC Stearic acid, ethyl ester